nonadecane-1,14-diol C(CCCCCCCCCCCCC(CCCCC)O)O